C(#N)C(C)(C)N1CC=C(C=C1)NC(CC1CCC(CC1)(F)F)=O N-(1-Cyano-1-methylethyl)-4-[[2-(4,4-difluorocyclohexyl)acetyl]amino]pyridin